ClC1=C(C=CC(=C1)Cl)C1(OCC(O1)COC1=CC=C(C=C1)N1CCN(CC1)C1=CC=C(C=C1)N1C(N(N=C1)CCCC)=O)CN1N=CN=C1 4-[4-[4-[4-[[2-(2,4-Dichlorophenyl)-2-(1H-1,2,4-triazol-1-ylmethyl)-1,3-dioxolan-4-yl]methoxy]phenyl]-1-piperazinyl]phenyl]-2,4-dihydro-2-butyl-3H-1,2,4-triazol-3-one